C(C)OCCOC(C(=C)C)=O.C(C(=C)C)(=O)OCCCC Butyl methacrylate ethoxyethyl-methacrylate